ClC1=CC=C(C=N1)C[C@@H]1N(CCC[C@@H]1NS(=O)(=O)C)C(=O)OC(C)(C)C Tert-Butyl cis-2-((6-chloropyridin-3-yl)methyl)-3-((methylsulfonyl)amino)piperidine-1-carboxylate